F[C@H]1CC2=C(C=3CCCC3C(=C2C1)NC(=O)N=S(=O)(NC(C1=CC=CC=C1)(C1=CC=CC=C1)C1=CC=CC=C1)C=1C=NN2C1OC(C2)C)F N'-(((R)-2,8-difluoro-1,2,3,5,6,7-hexahydro-s-indacen-4-yl)carbamoyl)-2-methyl-N-trityl-2,3-dihydropyrazolo[5,1-b]oxazole-7-sulfonimidamide